COC1=C(C2=CC=CC=C2C=C1)SSC1=C(C=CC2=CC=CC=C12)OC bis(2-methoxynaphthyl) disulfide